ClC1=C2C(=NC=C1)NC(=C2C2=CC=C1CCN(C1=C2)C(C=C)=O)C2=CC=C(C=C2)N(C)CCN(C)C 1-(6-(4-chloro-2-(4-((2-(dimethylamino)ethyl)(methyl)amino)phenyl)-1H-pyrrolo[2,3-b]pyridin-3-yl)indolin-1-yl)prop-2-en-1-one